tert-butyl (3S*,4R*)-3-[{[3,5-bis(trifluoromethyl)phenyl](methyl)carbamoyl}(methyl)amino]-4-(3,4-dichlorophenyl)pyrrolidine-1-carboxylate FC(C=1C=C(C=C(C1)C(F)(F)F)N(C(=O)N([C@@H]1CN(C[C@H]1C1=CC(=C(C=C1)Cl)Cl)C(=O)OC(C)(C)C)C)C)(F)F |o1:16,20|